The molecule is an amino trisaccharide consisting of alpha-L-fucopyranosyl, 2-O-methyl-beta-D-galactopyranosyl and 2-acetamidoD-glucopyranosyl residues linked in sequence by (1->3) and (1->4) glycosidic bonds. It is a member of acetamides and an amino trisaccharide. C[C@H]1[C@H]([C@H]([C@@H]([C@@H](O1)O[C@H]2[C@H]([C@H](O[C@H]([C@@H]2OC)O[C@@H]3[C@H](OC([C@@H]([C@H]3O)NC(=O)C)O)CO)CO)O)O)O)O